IC1=CC=C(C=C1)N1CC2=CC=CC=C2CC1 2-(4-iodophenyl)-1,2,3,4-tetrahydroisoquinoline